NCC1=C(C=O)C=C(C=N1)OC1CC1 2-(AMINOMETHYL)-5-CYCLOPROPOXYNICOTINALDEHYDE